NC1=C2C(=NC(=N1)N)C1=C(S2)N(C=N1)[C@]1(O)[C@H](O)[C@H](O)[C@H](O1)CO 1-[(5,7-diaminoimidazo-[4',5':4,5]thieno[3,2-d]pyrimidin-3-yl)]-β-D-ribofuranose